S(=O)(=O)(O)O.C[Hg].C[Hg] Bis(methylmercury) sulphate